4-(8,9,10,11-tetrahydro-3H-pyrazolo[4,3-a]phenanthridin-7-yl)benzoic acid methyl ester COC(C1=CC=C(C=C1)C1=NC2=CC=C3C(=C2C=2CCCCC12)C=NN3)=O